(-)-6-(4-Methylphenyl)-2-(1-ethyl-1H-pyrazol-4-yl)-3-oxo-N-(3,3,3-trifluoro-2-hydroxypropyl)-2,3-dihydropyridazine CC1=CC=C(C=C1)C1=CCC(N(N1CC(C(F)(F)F)O)C=1C=NN(C1)CC)=O